C(C)(=O)C1=NN(C2=C(C=C(C=C12)C=1C=NC(=NC1)C)CF)CC(=O)N1C2CC2(CC1C(=O)NC1=NC(=CC=C1C)Br)C 2-(2-(3-Acetyl-7-(fluoromethyl)-5-(2-methylpyrimidin-5-yl)-1H-indazol-1-yl)acetyl)-N-(6-bromo-3-methylpyridin-2-yl)-5-methyl-2-azabicyclo[3.1.0]hexane-3-carboxamide